tert-butyl N-(azetidin-3-ylmethyl)-N-cyclopropyl-carbamate N1CC(C1)CN(C(OC(C)(C)C)=O)C1CC1